The molecule is a monocarboxylic acid amide obtained by formal condensation between N-butyl-L-serinamide and (2Z)-2-(2-furyl)-2-(methoxyimino)acetic acid. It is a member of furans, an oxime O-ether, a monocarboxylic acid amide and a L-serine derivative. CCCCNC(=O)[C@H](CO)NC(=O)/C(=N\\OC)/C1=CC=CO1